6-((1-((1-(2-Aminoethoxy)-2-methylpropan-2-yl)sulfonyl)cyclopropyl)methyl)-N-(4-cyanobenzyl)-1-methyl-7-oxo-4,5,6,7-tetrahydro-1H-pyrazolo[3,4-c]pyridine-3-carboxamide NCCOCC(C)(C)S(=O)(=O)C1(CC1)CN1C(C2=C(CC1)C(=NN2C)C(=O)NCC2=CC=C(C=C2)C#N)=O